(1R,3R,4R)-N-[(1R)-1-cyano-2-[(3R)-2-oxo-3-piperidyl]ethyl]-2-[(2R)-3-cyclobutyl-2-[(2,2,2-trifluoroacetyl)amino]propanoyl]-5,5-difluoro-2-azabicyclo[2.2.2]octane-3-carboxamide C(#N)[C@@H](C[C@@H]1C(NCCC1)=O)NC(=O)[C@@H]1N([C@H]2CC([C@@H]1CC2)(F)F)C([C@@H](CC2CCC2)NC(C(F)(F)F)=O)=O